N[C@@H]1CC[C@H](OC1)CO ((2S,5R)-5-aminotetrahydro-2H-pyran-2-yl)methanol